1-ethyl-3,5-dimethyladamantane C(C)C12CC3(CC(CC(C1)C3)(C2)C)C